FC(C(=O)O)(F)F.NC1=NN2C(N=CC=C2)=C1C(=O)NC(C)C=1C=C(C=2N(C1N1C[C@H](C[C@H](C1)O)C#N)C=NC2)Cl 2-Amino-N-(1-{8-chloro-5-[(3S,5R)-3-cyano-5-hydroxypiperidin-1-yl]imidazo[1,5-a]pyridin-6-yl}ethyl)pyrazolo[1,5-a]pyrimidine-3-carboxamide trifluoroacetate salt